2,3-dimercaptopropane SC(C)CS